N1N=CC2=C(C=CC=C12)CN1N=CC2=C(C1=O)N(C1=C2SC=N1)C 6-((1H-indazol-4-yl)methyl)-4-methyl-4H-thiazolo[5',4':4,5]pyrrolo[2,3-d]pyridazin-5(6H)-one